O1ON=CC2=C1C1=C(O2)C=CC=C1 benzofuranodioxazin